N6-(histidyl)-N2-methyl-lysine N[C@@H](CC1=CNC=N1)C(=O)NCCCC[C@H](NC)C(=O)O